3-{5-[4-Amino-7-(hydroxymethyl)-5-{4-[(4-methylpyrimidin-2-yl)oxy]phenyl}-7H-pyrrolo[2,3-d]pyrimidin-6-yl]-2-chloropyridin-4-yl}propan-1-ol methyl-16-hydroxy-(9Z)-hexadeca-9-enoate CC(C(=O)OCCCC1=CC(=NC=C1C1=C(C2=C(N=CN=C2N)N1CO)C1=CC=C(C=C1)OC1=NC=CC(=N1)C)Cl)CCCCCC\C=C/CCCCCCO